ClC=1C=CC(=C(C1)N=CC1=CC=CC=C1)O N-(5-chloro-2-hydroxyphenyl)phenylmethylenamine